FC(C1=NN=C(O1)C1=CC=C(CN2N=C(N=N2)C=2C=C3CNC(C3=CC2)=O)C=C1)F 5-(2-(4-(5-(difluoromethyl)-1,3,4-oxadiazol-2-yl)benzyl)-2H-tetrazol-5-yl)isoindolin-1-one